C(C)(C)(C)OC(=O)N1CCN(CC1)C=1C=NC(=NC1)N 4-(2-aminopyrimidin-5-yl)piperazine-1-carboxylic acid tert-butyl ester